N(=[N+]=[N-])CCC(=O)[C@@H](OC(C)=O)[C@@H](OC(C)=O)[C@H](OC(C)=O)[C@H](OC(C)=O)COC(C)=O azidoethyl-penta-O-acetyl-mannose